ClC1=C(C=CC=C1C1=C(C(=NC=C1)C1=CC2=C(CN(CCS2(=O)=O)C[C@H]2NC(CC2)=O)C=C1)Cl)C1=NC(=C(C=O)C=C1)OC (S)-6-(2-Chloro-3-(3-chloro-2-(1,1-dioxido-4-((5-oxopyrrolidin-2-yl)methyl)-2,3,4,5-tetrahydrobenzo[f][1,4]thiazepin-8-yl)pyridin-4-yl)phenyl)-2-methoxynicotinaldehyde